CN1N=CC(=C1C1=CC=C(C=C1)CN(C1=CC(=NC=2N1N=C(C2C=2C(=CC(=NC2)N(C)C)C)C)C)C)C 5-[7-({[4-(1,4-dimethyl-1H-pyrazol-5-yl)phenyl]methyl}(methyl)amino)-2,5-dimethylpyrazolo[1,5-a]pyrimidin-3-yl]-N,N,4-trimethylpyridin-2-amine